4,5-diphenyl-1,3,2-dioxaborolan C1(=CC=CC=C1)C1OBOC1C1=CC=CC=C1